CC1=CC=C(C=C1)S(=O)(=O)O[C@H](C)CCC1CCC(CC1)OC1=C(C(=CC=C1)Br)C (R)-4-((1r,4S)-4-(3-bromo-2-methylphenoxy)cyclohexyl)butan-2-yl 4-methylbenzenesulfonate